NC1=CC=C(N=N1)N1N=C(C(=C1)C1=CN=C(N1C)C(=O)NC1=CC(=C(C=C1)C(=O)N1CCN(CC1)C(=O)C1CC[N+](CC1)(C)C)Cl)C(F)(F)F 5-[1-(6-Aminopyridazin-3-yl)-3-(trifluoromethyl)pyrazol-4-yl]-N-[3-chloro-4-[4-(1,1-dimethylpiperidin-1-ium-4-carbonyl)piperazine-1-carbonyl]phenyl]-1-methyl-imidazole-2-carboxamide